N-Isopropyl-N'-hydroxyguanidine C(C)(C)NC(=N)NO